CN(C(OC(C)(C)C)=O)[C@H]1CN[C@H](C1)CCOC1OCCCC1 tert-butyl methyl((3R,5R)-5-(2-((tetrahydro-2H-pyran-2-yl)oxy)ethyl)pyrrolidin-3-yl)carbamate